ClC1=C(C=C2C(=NN(C2=C1)C1OCCCC1)NCC(=O)OC)C1=CC=C(C=C1)C1=C(C=CC=C1)O Methyl (6-chloro-5-(2'-hydroxy-[1,1'-biphenyl]-4-yl)-1-(tetrahydro-2H-pyran-2-yl)-1H-indazol-3-yl)glycinate